OC(C(=O)C1=CC=CC=C1)(C)C Hydroxy-2-Methyl-1-Phenyl-Propane-1-one